COC=1C=C2C(=C(C(N(C2=CC1O[C@H]1COCC1)C)=O)C(=O)N)N1CCC(CC1)C=1OC2=C(N1)C=C(C=C2)C |r| racemic-6-methoxy-1-methyl-4-[4-(5-methyl-1,3-benzoxazol-2-yl)piperidin-1-yl]-2-oxo-7-[(oxolan-3-yl)oxy]-1,2-dihydroquinoline-3-carboxamide